C(C)(C)(C)NC(CCCCCCCCCC)N N-(tert-butyl)undecane-diamine